FC1=CC=CC=2COCCCOC=3C(=CC=C(C4=NNC5=CN=C(C12)C=C45)C3)N3C[C@H](N(CC3)C)CO [(2S)-4-{17-fluoro-7,11-dioxa-20,23,24-triazapentacyclo[17.5.2.12,6.013,18.022,25]heptacosa-1(24),2,4,6(27),13(18),14,16,19,21,25-decaen-5-yl}-1-methylpiperazin-2-yl]methanol